Methyl 2-((4-bromo-6-methyl-2-oxopyridin-1(2H)-yl) methyl)-1-(2-methoxyethyl)-1H-benzo[d]imidazole-6-carboxylate BrC1=CC(N(C(=C1)C)CC1=NC2=C(N1CCOC)C=C(C=C2)C(=O)OC)=O